(1,4-trans,1'R)-4-methoxy-5''-methyl-6'-(5-(prop-1-yn-1-yl)pyridin-3-yl)-3'H-dispiro(cyclohexane-1,2'-indene-1',2''-imidazol)-4''-amine CC#CC1=CC(=CN=C1)C2=CC3=C(CC4([C@]35N=C(C(=N5)N)C)CCC(CC4)OC)C=C2